methyl 2-chloro-5-nitroisonicotinate ClC=1C=C(C(=O)OC)C(=CN1)[N+](=O)[O-]